(-)-1-[(3S*,4R*)-4-(2,6-difluoro-4-methoxyphenyl)-2-oxopyrrolidin-3-yl]-3-(3,4-difluoro-phenyl)urea FC1=C(C(=CC(=C1)OC)F)[C@H]1[C@@H](C(NC1)=O)NC(=O)NC1=CC(=C(C=C1)F)F |o1:10,11|